7-morpholinoisoindolin-1-one O1CCN(CC1)C=1C=CC=C2CNC(C12)=O